COCNC1=CC=C2C=CC(=CC2=C1)N(CC)CC [7-(Methoxymethylamino)naphthalen-2-yl]diethylamine